9-tetracyclo[6.2.1.13,6.02,7]dodec-4-enyl methacrylate C(C(=C)C)(=O)OC1C2C3C4C=CC(C3C(C1)C2)C4